cyclobutyl (S)-3-aminobutanoate N[C@H](CC(=O)OC1CCC1)C